O1C(=NC2=C1C=CC=C2)NC2=NC1=C(N2C)C=C(C(=C1)C(=O)OC)F methyl 2-(benzo[d]oxazol-2-ylamino)-6-fluoro-1-methyl-1H-benzo[d]imidazole-5-carboxylate